(8S,9S,10R,13S,14S,17S)-10,13-Dimethyl-17-((E)-1-(picolinoyloxyimino)ethyl)-6,7,8,9,10,11,12,13,14,15,16,17-dodecahydro-1H-cyclopenta[a]phenanthren-3(2H)-one C[C@]12[C@H]3CC[C@@]4([C@H](CC[C@H]4[C@@H]3CCC2=CC(CC1)=O)/C(/C)=N/OC(C1=NC=CC=C1)=O)C